Benzyl (S)-(2-(difluoromethoxy)propyl)carbamate FC(O[C@H](CNC(OCC1=CC=CC=C1)=O)C)F